4-Bromo-2-(4-((piperidin-3-ylmethoxy)methyl)piperidin-1-yl)benzoic acid BrC1=CC(=C(C(=O)O)C=C1)N1CCC(CC1)COCC1CNCCC1